BrC=1C(=C(C=CC1)C(C(=O)O)CCC(CCOS(=O)(=O)C1=CC=C(C)C=C1)(C)C)F 2-(3-bromo-2-fluorophenyl)-5,5-dimethyl-7-(tosyloxy)heptanoic acid